ClC1=CC(=C(C=C1)[C@]1(OC2=C(O1)C=CC=C2C2CCN(CC2)CC2=C(C=C(C=N2)C2=NOC(=N2)C(F)(F)F)CCOC)C)F (R)-3-(6-((4-(2-(4-chloro-2-fluorophenyl)-2-methylbenzo[d][1,3]dioxol-4-yl)piperidin-1-yl)methyl)-5-(2-methoxyethyl)pyridin-3-yl)-5-(trifluoromethyl)-1,2,4-oxadiazole